C1=CC=CC2=CC(=CC=C12)B1OC(C)(C)C(C)(C)O1 6-naphthaleneboronic acid pinacol ester